C(=O)C1(CC(C1)=O)C(=O)OC(C)C isopropyl 1-formyl-3-oxocyclobutane-1-carboxylate